4-benzylsulfanyl-2-methyl-aniline C(C1=CC=CC=C1)SC1=CC(=C(N)C=C1)C